5-[(4-methoxybenzyl)(4-dimethylaminobenzyl)aminocarbonyloxy]dimethylaminobenzene COC1=CC=C(CN(C(=O)OC=2C=CC=C(C2)N(C)C)CC2=CC=C(C=C2)N(C)C)C=C1